C(#N)C1=CC(=C(COC2=CC=CC(=N2)N2C[C@@H](N(CC2)CC=2N(C3=C(N2)SC(=C3)C(=O)OC)C[C@H]3OCC3)C)C=C1)F methyl 2-(((S)-4-(6-((4-cyano-2-fluorobenzyl)oxy)pyridin-2-yl)-2-methylpiperazin-1-yl)methyl)-1-(((S)-oxetan-2-yl)methyl)-1H-thieno[2,3-d]imidazole-5-carboxylate